FC1=C(C=CC=C1)C1=NC2=C(N1)C=CC=C2 2-(2-Fluorophenyl)-1H-benzo[d]imidazole